(S)-tert-butyl 2-(6-(3-methyl-1H-pyrrolo[2,3-b]pyridin-5-yl)-2-(pyrazolo[1,5-a]Pyrimidine-3-carbonyl)-1,2,3,4-tetrahydroisoquinolin-8-yl)pyrrolidine-1-carboxylate CC1=CNC2=NC=C(C=C21)C=2C=C1CCN(CC1=C(C2)[C@H]2N(CCC2)C(=O)OC(C)(C)C)C(=O)C=2C=NN1C2N=CC=C1